1-methylpiperidin-2-one trifluoroacetate FC(C(=O)O)(F)F.CN1C(CCCC1)=O